ClC1=C2C(=NC=NC2=CC=C1)N[C@H](C(=O)O)CCN(CCCCC1=NC=2NCCCC2C=C1C)CCOC (S)-2-((5-chloroquinazolin-4-yl)amino)-4-((2-methoxyethyl)(4-(3-methyl-5,6,7,8-tetrahydro-1,8-naphthyridin-2-yl)butyl)amino)butanoic acid